2-chloro-6-[(2,4-dimethoxyphenyl)methylamino]pyridine-3-carboxylic acid methyl ester COC(=O)C=1C(=NC(=CC1)NCC1=C(C=C(C=C1)OC)OC)Cl